3-(Tridecyloxy)-2,2-bis((tridecyloxy)methyl)propan-1-ol C(CCCCCCCCCCCC)OCC(CO)(COCCCCCCCCCCCCC)COCCCCCCCCCCCCC